BrC=1C=C(N)C=CC1Cl 3-bromo-4-chloroaniline